Br.NC1=C(C(=O)O)C=C(C=N1)Br 2-amino-5-bromo-nicotinic acid hydrobromide